6-(3-(2-hydroxybutyl)ureido)-3-phenylquinoline-4-carboxamide OC(CNC(NC=1C=C2C(=C(C=NC2=CC1)C1=CC=CC=C1)C(=O)N)=O)CC